FC=1C(=C(C=CC1)NC(=S)C=1C(NCCC1O)=O)OC N-(3-fluoro-2-methoxyphenyl)-4-hydroxy-2-oxo-5,6-dihydro-1H-pyridine-3-carbothioamide